OC/C=C/CC1=C(C=CC=C1)N(N=O)C (E)-N-(2-(4-hydroxybut-2-en-1-yl)phenyl)-N-methylnitrosamide